ICC1(CC1)C (iodomethyl)-1-methylcyclopropane